ClC1=CC(=C(C=C1Cl)C([C@@H]1CN(CC1)C(=O)OC(C)(C)C)=NS(=O)C(C)(C)C)OCC=C tert-butyl (3S)-3-[[4,5-dichloro-2-(prop-2-en-1-yloxy)phenyl][(2-methylpropane-2-sulfinyl)imino]methyl]pyrrolidine-1-carboxylate